IC1=CC(=NC(=C1)N1CCOCC1)N[C@H]1COCC1 4-iodo-6-(morpholin-4-yl)-N-[(3R)-oxolan-3-yl]pyridin-2-amine